Ethyl 2-(3-{1-[5-acetyl-1-(oxan-4-yl)-4H,6H,7H-pyrazolo[4,3-c]pyridin-3-yl]-7-(difluoromethyl)-3,4-dihydro-2H-quinolin-6-yl}pyrrolo[3,2-c]pyridin-1-yl)acetate C(C)(=O)N1CC2=C(CC1)N(N=C2N2CCCC1=CC(=C(C=C21)C(F)F)C2=CN(C1=C2C=NC=C1)CC(=O)OCC)C1CCOCC1